tert-butyl N-cyclopropyl-N-[(3R)-1-[6-fluoro-7-({8-fluoro-2-methylimidazo[1,2-a]pyridin-6-yl}carbamoyl)-2-methylindazol-4-yl]pyrrolidin-3-yl]carbamate C1(CC1)N(C(OC(C)(C)C)=O)[C@H]1CN(CC1)C=1C2=CN(N=C2C(=C(C1)F)C(NC=1C=C(C=2N(C1)C=C(N2)C)F)=O)C